1-[2-(4-cyclopropyl-6-methoxy-pyrimidin-5-yl)-6-[[4-[1-cyclopropyl-4-(trifluoromethyl)imidazol-2-yl]-3-fluoro-phenyl]methoxy]pyrimidin-4-yl]ethanol C1(CC1)C1=NC=NC(=C1C1=NC(=CC(=N1)C(C)O)OCC1=CC(=C(C=C1)C=1N(C=C(N1)C(F)(F)F)C1CC1)F)OC